ClC1=NC=C(C(=C1)C1=C(C=NC(=C1)C)C(=O)NC=1SC2=C(N1)C=CC(=C2)N2C(CCC2)=O)OC 2'-chloro-5'-methoxy-6-methyl-N-[6-(2-oxopyrrolidin-1-yl)-1,3-benzothiazol-2-yl]-[4,4'-bipyridine]-3-carboxamide